ClC1=C(NC2=CC=C(C(=C12)Cl)F)C(=O)N1CCN(CC1)C(COC)=O 1-(4-(3,4-dichloro-5-fluoro-1H-indole-2-carbonyl)piperazin-1-yl)-2-methoxyethan-1-one